Br.N1=C(N)N=C(N)N=C1N melamine hydrobromid